(1S,3S,4S)-N-((R)-1-cyano-2-((S)-2-oxopiperidin-3-yl)ethyl)-5,5-difluoro-2-((S)-2-hydroxy-2-phenylacetyl)-2-azabicyclo[2.2.2]octane-3-carboxamide C(#N)[C@@H](C[C@H]1C(NCCC1)=O)NC(=O)[C@H]1N([C@@H]2CC([C@H]1CC2)(F)F)C([C@H](C2=CC=CC=C2)O)=O